COC1=C(NCC#CC=2C=C(C3=C(N(C=N3)CC(F)(F)F)C2)C(=O)N[C@@H]2[C@H](CN(CC2)C2COCC2)C)C=CC(=C1)S(=O)(=O)C 6-[3-(2-methoxy-4-methylsulfonyl-anilino)prop-1-ynyl]-N-[(3S,4S)-3-methyl-1-tetrahydrofuran-3-yl-4-piperidyl]-1-(2,2,2-trifluoroethyl)benzimidazole-4-carboxamide